4-(methoxycarbonyl)benzene COC(=O)C1=CC=CC=C1